(4'-(5-(trifluoromethyl)-1,2,4-oxadiazol-3-yl)-[2,2'-bipyridyl]-4-yl)piperidine-3-carboxamide hemi-formate salt C(=O)O.FC(C1=NC(=NO1)C1=CC(=NC=C1)C1=NC=CC(=C1)N1CC(CCC1)C(=O)N)(F)F.FC(F)(F)C1=NC(=NO1)C1=CC(=NC=C1)C1=NC=CC(=C1)N1CC(CCC1)C(=O)N